stilbenedithiol C1=CC=C(C=C1)C=CC2=C(C(=CC=C2)S)S